C(C)OC(=C)OCC 1,1-diethoxyethylene